BrCCCCCCC(OCCCCCCC)OCCCCCCC 7-bromo-1,1-bis(heptyloxy)heptane